1-(4-fluoro-2-methylphenyl)-3-(4-(methylsulfonyl)phenyl)-7-(trifluoromethyl)-2,3-dihydroquinazolin-4(1H)-one FC1=CC(=C(C=C1)N1CN(C(C2=CC=C(C=C12)C(F)(F)F)=O)C1=CC=C(C=C1)S(=O)(=O)C)C